OC=1C(NC=NC1C[C@H](CO)C1=CC=C(C=C1)C#CC1=CC=C(C=C1)CNN1CN(C=CC1)C(CO)=O)=O 5-hydroxy-6-((S)-3-hydroxy-2-(4-((4-((((R)-1-(2-hydroxyacetyl)pyrimidin-3-yl)amino)methyl)phenyl)ethynyl)phenyl)propyl)pyrimidin-4(3H)-one